N3-benzyl-pyridine-2,3-diamine C(C1=CC=CC=C1)NC=1C(=NC=CC1)N